(S)-3-(3-(5-((1-ethoxy-3-methyl-1-oxobutan-2-yl)carbamoyl)oxazol-2-yl)phenyl)-1H-pyrazole-5-carboxylic acid C(C)OC([C@H](C(C)C)NC(=O)C1=CN=C(O1)C=1C=C(C=CC1)C1=NNC(=C1)C(=O)O)=O